N1=C(C=CC=C1)OC(=O)[O-] PYRIDYLOXYCARBOXYLATE